9-(m-butylphenyl)acridine C(CCC)C=1C=C(C=CC1)C=1C2=CC=CC=C2N=C2C=CC=CC12